C(C1=CC=CC=C1)OC1=NC(=CC=C1C1=NN(C2=C(C=CC=C12)N1CCN(CC1)CC1[C@@H]2CN(C[C@H]12)C(=O)OC(C)(C)C)C)OCC1=CC=CC=C1 tert-butyl (1r,5s,6s)-6-((4-(3-(2,6-bis(benzyloxy) pyridin-3-yl)-1-methyl-1H-indazol-7-yl) piperazin-1-yl) methyl)-3-azabicyclo[3.1.0]hexane-3-carboxylate